2-(benzo[d][1,3]dioxol-5-yl)-4-methoxyquinoline O1COC2=C1C=CC(=C2)C2=NC1=CC=CC=C1C(=C2)OC